C(\C=C\C1=CC(O)=C(O)C=C1)(=O)OCCCCCCCCCCCCCCCCCC n-Octadecyl caffeate